C(CCCCCCCC)(=O)OCC(COC(CCCCCCCC)=O)CC(=O)OC[C@H]1N(C[C@H](C1)OC(CC(COC(CCCCCCCC)=O)COC(CCCCCCCC)=O)=O)C(=O)OC(C)(C)C 2-(2-(((2S,4S)-1-(tert-butoxycarbonyl)-4-((4-(nonanoyloxy)-3-((nonanoyloxy)methyl)butanoyl)oxy)pyrrolidin-2-yl)methoxy)-2-oxoethyl)propane-1,3-diyl dinonanoate